C(#N)C=1C=C(COC2=C(CN[C@H](CO)C(=O)O)C=CC(=C2)NCC2=C(C(=CC=C2)C2=CC3=C(OCCO3)C=C2)C)C=CC1 (2-((3-cyanobenzyl)oxy)-4-((3-(2,3-dihydrobenzo[b][1,4]dioxin-6-yl)-2-methylbenzyl)amino)benzyl)-D-serine